O(C1=CC=CC=C1)B(OC1=CC=CC=C1)F diphenoxyboron fluoride